ClC1=CC=C(C=C1)CNC(=O)C=1C(=NC(=CC1C)N1C[C@@H](OCC1)COC)SCC N-[(4-Chlorophenyl)-methyl]-2-ethylsulfanyl-6-[(2R)-2-(methoxymethyl)-morpholin-4-yl]-4-methyl-pyridine-3-carboxylic acid amide